C1(CCC1)OC1=CC=C(C=C1)C1=NOC(=N1)CC(C(=O)OC(C)(C)C)=C tert-butyl 2-((3-(4-cyclobutoxyphenyl)-1,2,4-oxadiazol-5-yl)methyl)acrylate